C(C)(C)(C)OC(=O)N1C[C@@H](CCC1)OC1=NN=C(C2=CC=CC=C12)C1=C(C=C(C=C1)Cl)O (R)-3-((4-(4-chloro-2-hydroxyphenyl)phthalazin-1-yl)oxy)piperidine-1-carboxylic acid tert-butyl ester